C(C)(C)(C)OC(=O)N1C(N(C(C1)C#N)C1=CN=CC2=CC=CC=C12)=O 4-cyano-3-(isoquinolin-4-yl)-2-oxoimidazoline-1-carboxylic acid tert-butyl ester